N-((3R,4S)-4-((2-(2,6-dichloro-3,5-dimethoxyphenyl)-4-(3-hydroxy-3-methyl-azetidin-1-yl)pyrido[3,4-d]pyrimidin-6-yl)amino)tetrahydrofuran-3-yl)acrylamide ClC1=C(C(=C(C=C1OC)OC)Cl)C=1N=C(C2=C(N1)C=NC(=C2)N[C@H]2[C@H](COC2)NC(C=C)=O)N2CC(C2)(C)O